1-(4-((dimethylamino)methyl)-1-oxo-1,2-dihydro-phthalazin-6-yl)cyclobutane-1-carboxylic acid tert-butyl ester C(C)(C)(C)OC(=O)C1(CCC1)C=1C=C2C(=NNC(C2=CC1)=O)CN(C)C